2-(dimethylamino)-2-[(4-methylphenyl)methyl]-1-[4-(4-morpholino(morpholinyl))phenyl]butan-1-one CN(C(C(=O)C1=CC=C(C=C1)C1N(CCOC1)N1CCOCC1)(CC)CC1=CC=C(C=C1)C)C